NCCOCCOCCNC(OCC1C2=CC=CC=C2C=2C=CC=CC12)=O (9H-fluoren-9-yl)methyl (2-(2-(2-aminoethoxy)ethoxy)ethyl)carbamate